NC1=NC(=C(C=2N1N=C(N2)CC2=C(C=CC=C2F)F)C=2C=CC(N(C2)C)=O)C=2OC=C(N2)C 5-(5-amino-2-(2,6-difluorobenzyl)-7-(4-methyloxazol-2-yl)-[1,2,4]triazolo[1,5-c]pyrimidin-8-yl)-1-methylpyridin-2(1H)-one